ethyl di-(2-propyl) phosphate P(=O)(OCC)(OC(C)C)OC(C)C